ClC=1C=C(C=CC1F)C(C=1NC(=C(N1)S(=O)(=O)C)C)OCC1=CC(=C(C=C1)F)F 2-((3-chloro-4-fluorophenyl)((3,4-difluorobenzyl)oxy)methyl)-5-methyl-4-(methylsulfonyl)-1H-imidazole